3-(4-(2,5-Dimethyl-3-(1H-pyrazol-4-yl)piperazin-1-yl)-5-fluoropyrimidin-2-yl)-6-(trifluoromethyl)imidazo[1,2-a]pyrazine CC1N(CC(NC1C=1C=NNC1)C)C1=NC(=NC=C1F)C1=CN=C2N1C=C(N=C2)C(F)(F)F